NC1=C(C(=C(C(=C1F)F)F)N)F 1,3-Diamino-2,4,5,6-Tetrafluorobenzene